7-(cyclopropylmethyl)-3-methyl-1H-purine-2,6(3H,7H)-dione C1(CC1)CN1C=NC=2N(C(NC(C12)=O)=O)C